2'-chloro-5'-methoxy-N-(5-((1r,3r)-3-methoxycyclobutoxy)-1,3,4-thiadiazol-2-yl)-6-methyl-(4,4'-bipyridine)-3-carboxamide ClC1=NC=C(C(=C1)C1=C(C=NC(=C1)C)C(=O)NC=1SC(=NN1)OC1CC(C1)OC)OC